7-chloro-4-hydroxy-N-methyl-2-oxo-1-phenyl-1,2-dihydroquinolin-3-carboxamide ClC1=CC=C2C(=C(C(N(C2=C1)C1=CC=CC=C1)=O)C(=O)NC)O